1-(4-(4-amino-5-bromo-7H-pyrrolo[2,3-d]pyrimidin-7-yl)piperidin-1-yl)-2-methylpropan-1-one NC=1C2=C(N=CN1)N(C=C2Br)C2CCN(CC2)C(C(C)C)=O